6-chloro-N-(2-fluoro-3-hydroxy-3-methylbutyl)nicotinamide hydrochloride Cl.ClC1=NC=C(C(=O)NCC(C(C)(C)O)F)C=C1